(3-chloro-2-(methylamino)pyridin-4-yl)methanol ClC=1C(=NC=CC1CO)NC